COC=1C=C2C(=NC(=NC2=CC1OC)C)NC(C)C=1SC(=CC1)C=1C=NC=C(C1)S(=O)(=O)C 6,7-dimethoxy-2-methyl-N-[1-{5-[5-(methylsulfonyl)pyridin-3-yl]thiophen-2-yl}ethyl]quinazolin-4-amine